COC=1C=C(N=NC1OC)C1=CC=C(C=C1)CN[C@@H]1C[C@@H]([C@@H](C1)O)N(C)C=1C2=C(N=C(N1)OC)SC(=C2)CC(F)(F)F (1R,2S,4R)-4-({[4-(5,6-dimethoxypyridazin-3-yl)phenyl]methyl}amino)-2-{[2-methoxy-6-(2,2,2-trifluoroethyl)thieno[2,3-d]pyrimidin-4-yl](methyl)amino}cyclopentan-1-ol